C(C)C1=C(C=2C(=NC=C(C2)C=2C(=NN(C2)C2CCN(CC2)C)OC)N1)C=1C=NC(=CC1)OC 2-ethyl-5-(3-methoxy-1-(1-methylpiperidin-4-yl)-1H-pyrazol-4-yl)-3-(6-methoxypyridin-3-yl)-1H-pyrrolo[2,3-b]pyridine